CN(C)CCNCCN(C)C bis(2-(N,N-dimethylamino)ethyl)amine